NC=1C2=C(N=CN1)N(C(=C2C2=CC=C(C=C2)OC2=CC=CC=C2)C#CC2CN(C2)C2CN(CC2)C(C=C)=O)C 1-(3-(3-((4-amino-7-methyl-5-(4-phenoxyphenyl)-7H-pyrrolo[2,3-d]pyrimidin-6-yl)ethynyl)azetidin-1-yl)pyrrolidin-1-yl)prop-2-en-1-one